FC(=CC1=CC=CC=C1)SC1=CC=C(C=C1)OC (1-fluoro-2-phenylvinyl)(4-methoxyphenyl)sulfane